1-(5-(4-(trifluoromethyl)benzoyl)-3,4-dihydroisoquinolin-2(1H)-yl)-3-((trifluoromethyl)sulfonyl)propan-1-one FC(C1=CC=C(C(=O)C2=C3CCN(CC3=CC=C2)C(CCS(=O)(=O)C(F)(F)F)=O)C=C1)(F)F